3-[(2S,3R,4S,5R)-1,3,4,5,6-pentahydroxyhexan-2-yl]urea OC[C@@H]([C@H]([C@@H]([C@@H](CO)O)O)O)NC(N)=O